N-(3-methacrylamidopropyl)-2-(1-methyl-1H-pyrrol-2-yl)-2H-tetrazole-5-carboxamide C(C(=C)C)(=O)NCCCNC(=O)C=1N=NN(N1)C=1N(C=CC1)C